8-(2,2-Dimethylpropyl)-2-{[1-(tricyclo[3.3.1.13,7]dec-1-yl)ethyl]amino}pyrido[2,3-d]pyrimidin-7(8H)-on CC(CN1C(C=CC2=C1N=C(N=C2)NC(C)C21CC3CC(CC(C2)C3)C1)=O)(C)C